FC(CN1N=C(C(=C1)C1=CN=C2N1C=CN=C2NC2=CC(=C(C(=O)N1CCN(CC1)C(=O)[C@H]1NC[C@@H](C1)O)C=C2)CC)C(F)F)F (4-(4-((3-(1-(2,2-difluoroethyl)-3-(difluoromethyl)-1H-pyrazol-4-yl)imidazo[1,2-a]pyrazin-8-yl)amino)-2-ethylbenzoyl)piperazin-1-yl)((2S,4R)-4-hydroxypyrrolidin-2-yl)methanone